C(C)(=O)NC1=CC=C(C=C1)SC1=NC(=C(C(=N1)N1CCC(CC1)CC(=O)O)OC)NC1=NNC(=C1)C 2-(1-(2-((4-acetamidophenyl)thio)-5-methoxy-6-((5-methyl-1H-pyrazol-3-yl)amino)pyrimidin-4-yl)piperidin-4-yl)acetic acid